FC=1C(=NC=CC1)OC1=CC=C2C(=C(C(OC2=C1)=O)CC=1C(=C(C=CC1)NS(=O)(=O)C)OC)C N-[3-[[7-[(3-fluoro-2-pyridinyl)oxy]-4-methyl-2-oxo-chromen-3-yl]methyl]-2-methoxy-phenyl]methanesulfonamide